(R)-(2-bromo-5-fluoro-7,8-dihydrobenzofuro[5,4-D]thiazol-7-yl)methanol BrC=1SC2=C(N1)C=C(C1=C2C[C@@H](O1)CO)F